(6S)-4-(2-{[(4aS,7aR)-octahydro-1H-cyclopenta[b]pyridin-4a-yl]methoxy}-7-(8-ethyl-7-fluoro-3-hydroxynaphthalen-1-yl)-8-fluoropyrido[4,3-d]pyrimidin-4-yl)-6-methyl-1,4-oxazepan-6-ol N1[C@H]2[C@@](CCC1)(CCC2)COC=2N=C(C1=C(N2)C(=C(N=C1)C1=CC(=CC2=CC=C(C(=C12)CC)F)O)F)N1CCOC[C@](C1)(O)C